N-[(1S)-2-Hydroxy-2-methyl-1-phenylpropyl]-6-(naphthalen-2-yl)-4-oxo-4,5-dihydropyrazolo-[1,5-a]pyrazine-2-carboxamide OC([C@H](C1=CC=CC=C1)NC(=O)C1=NN2C(C(NC(=C2)C2=CC3=CC=CC=C3C=C2)=O)=C1)(C)C